N\C(\C1CC(C1)(F)F)=N/OC(=O)C1(CCN(CC1)C(=O)OC(C)(C)C)C(C)C tert-butyl (Z)-4-((((amino (3,3-difluorocyclobutyl) methylene) amino) oxy) carbonyl)-4-isopropylpiperidine-1-carboxylate